(5S)-2-[(3,5-Dichloropyridin-2-yl)methyl]-5-{[(3R,4S)-3,4-difluoropyrrolidin-1-yl]carbonyl}-5,6,7,8-tetrahydro[1,2,4]triazolo[4,3-a]pyridin-3(2H)-one ClC=1C(=NC=C(C1)Cl)CN1N=C2N([C@@H](CCC2)C(=O)N2C[C@H]([C@H](C2)F)F)C1=O